ClC1=C(C=C2C(=N1)N=C(O2)N2CCN(CC2)C(=O)OC(C)(C)C)C(NC2=NC(=CC=C2)C=2C=NN(C2)C)=O tert-Butyl 4-(5-chloro-6-((6-(1-methyl-1H-pyrazol-4-yl)pyridin-2-yl)carbamoyl)oxazolo[4,5-b]pyridin-2-yl)piperazine-1-carboxylate